4-(3-(3-fluoro-4-(piperazin-1-yl)phenyl)-2-methyl-3H-imidazo[4,5-b]pyridin-5-yl)pyridin-2-amine FC=1C=C(C=CC1N1CCNCC1)N1C(=NC=2C1=NC(=CC2)C2=CC(=NC=C2)N)C